benzyl (S)-4-(3-((5,6,7,8-tetrahydroquinolin-8-yl)amino)propyl)piperazine-1-carboxylate N1=CC=CC=2CCC[C@@H](C12)NCCCN1CCN(CC1)C(=O)OCC1=CC=CC=C1